COC1=CC=C(C=N1)CN1C(C2=CC=C(C=C2C=N1)SC1=C2C=NN(C2=CC=C1)C(=O)OC(C)(C)C)=O tert-butyl 4-((2-((6-methoxypyridin-3-yl) methyl)-1-oxo-1,2-dihydrophthalazin-6-yl) thio)-1H-indazole-1-carboxylate